(2S)-2-amino-3-(4-pyridyl)propanoic acid N[C@H](C(=O)O)CC1=CC=NC=C1